NC1=CC=C(C=N1)[N] (6-aminopyridin-3-yl)-nitrogen